FC1(CN(CC[C@@H]1N1C(N(C=2C=NC=3C=CC(=CC3C21)C=2C=NC(=CC2)N2CC(C2)N(C)C)C)=O)C)F (S)-1-(3,3-difluoro-1-methylpiperidin-4-yl)-8-(6-(3-(dimethylamino)azetidin-1-yl)pyridin-3-yl)-3-methyl-1,3-dihydro-2H-imidazo[4,5-c]quinolin-2-one